3-[3-(2,4-difluorophenyl)pyrrolidine-1-carbonyl]-5-(2,6-dimethoxyphenyl)-6-(ethoxymethyl)-4-hydroxy-1,2-dihydropyridin-2-one FC1=C(C=CC(=C1)F)C1CN(CC1)C(=O)C=1C(NC(=C(C1O)C1=C(C=CC=C1OC)OC)COCC)=O